C1(=CC=CC=C1)C1=NC(=CC(=N1)C1=CC=C(C=C1)C1=C(C(=NC(=C1C1=CC=CC=C1)C1=CC=CC=C1)C1=CC=CC=C1)C1=CC=C(C=C1)N1C2=CC(=CC=C2C=2C=CC(=CC12)N1C2=CC=CC=C2C=2C=CC=CC12)N1C2=CC=CC=C2C=2C=CC=CC12)C1=CC=CC=C1 9'-(4-(4-(4-(2,6-diphenylpyrimidin-4-yl)phenyl)-2,5,6-triphenylpyridin-3-yl)phenyl)-9'H-9,2':7',9''-tercarbazole